(R)-5-cyclopropyl-2-(4-((1-methylpiperidin-3-yl)amino)-5,6,7,8-tetrahydro-5,8-ethanophthalazin-1-yl)phenol C1(CC1)C=1C=CC(=C(C1)O)C1=NN=C(C=2C3CCC(C12)CC3)N[C@H]3CN(CCC3)C